[Si](C)(C)(C(C)(C)C)OCC1(N(CCC1)C(=O)[O-])C 2-(((tert-butyldimethylsilyl)oxy)methyl)-2-methylpyrrolidine-1-carboxylate